5-(4-(((5-cyclopropylpyridin-2-yl)amino)methyl)-2-fluoro-6-hydroxyphenyl)-1,2,5-thiadiazolidin-3-one 1,1-dioxide C1(CC1)C=1C=CC(=NC1)NCC1=CC(=C(C(=C1)O)N1CC(NS1(=O)=O)=O)F